hexane-d4 C(C(CCCC)[2H])([2H])([2H])[2H]